NC1=NC(=CC(=N1)N1CCC2(C[C@H](NC2)C(=O)O)CC1)O[C@@H](C(F)(F)F)C1=CC=C(C=C1)C1=C(C=CC(=C1)C)C (S)-8-(2-amino-6-((R)-1-(2',5'-dimethyl-[1,1'-biphenyl]-4-yl)-2,2,2-trifluoroethoxy)pyrimidin-4-yl)-2,8-diazaspiro[4.5]decane-3-carboxylic acid